CC(C)(C)S(=O)N[C@H]1N(CCC2(C1)CC1=CC=CC=C1C2)N2[C@@H](C=NC(=C2)C)C(=O)O.C(C2=CC=CC=C2)OC2=CC=C(C=C2)\C=C\[N+](=O)[O-] (E)-1-(benzyloxy)-4-(2-nitrovinyl)benzene (S)-1-((R)-1,1-dimethylethylsulfinamido-1,3-dihydrospiro[indene-2,4'-piperidin]-1'-yl)-5-methylpyrazine-2-carboxylate